BrC1=C(C(=C(C=C1)O)F)F 4-Bromo-2,3-difluorophenol